3-(isocyanomethyl)pyridine tert-butyl-4-(3-(2,6-bis(benzyloxy)pyridin-3-yl)-1-methyl-1H-indol-7-yl)-3,6-dihydropyridine-1(2H)-carboxylate C(C)(C)(C)OC(=O)N1CCC(=CC1)C=1C=CC=C2C(=CN(C12)C)C=1C(=NC(=CC1)OCC1=CC=CC=C1)OCC1=CC=CC=C1.[N+](#[C-])CC=1C=NC=CC1